FC1=C(C=CC=C1)C=1N=CN(C1C1=CC=NC=C1)CC(=O)N1CCN(CC1)C 2-[4-(2-fluorophenyl)-5-(pyridin-4-yl)-1H-imidazol-1-yl]-1-(4-methylpiperazin-1-yl)ethan-1-one